N[C@H]1CS(C2=C(N(C1=O)CC1=CC=C(C=C1)OC1=NC=C(C=C1)C(F)(F)F)C=C(C=C2)C=2OC(=NN2)C(C)(C)C)(=O)=O (3R)-3-amino-7-(5-tert-butyl-1,3,4-oxadiazol-2-yl)-1,1-dioxo-5-[[4-[[5-(trifluoromethyl)-2-pyridyl]oxy]phenyl]methyl]-2,3-dihydro-1lambda6,5-benzothiazepin-4-one